FC1=CC=C(C=C1)CCNC1=CC=C2C=CNC2=C1 N-(4-fluorophenylethyl)-1H-indol-6-amine